C(#N)C=1C=C(C=CC1)C=1N=C(SC1C1=CC(=NC(=C1)C)C)NC(=O)N1CC2(CC1)CCOCC2 N-[4-(3-cyanophenyl)-5-(2,6-dimethyl-4-pyridinyl)thiazol-2-yl]-8-oxa-2-azaspiro[4.5]decane-2-carboxamide